ClC1=C(SC=C1)C(=O)NC=1C=CC=C2C=CC(=NC12)C chloro-N-(2-methylquinolin-8-yl)thiophene-2-carboxamide